CC=1SC(=C(N1)C)C1CC=NN1C=O (5-(2,4-dimethylthiazol-5-yl)-4,5-dihydro-1H-pyrazol-1-yl)methanone